FC=1C=C(C=CC1NC(C)=O)C1=C(C(=CC=C1)C1=NN=C(N1)N1CCNCC1)O N-(3-fluoro-2'-hydroxy-3'-(5-(piperazin-1-yl)-4H-1,2,4-triazol-3-yl)-[1,1'-biphenyl]-4-yl)acetamide